N-(5-chloro-6-(4-hydroxyphenoxy)pyrimidin-4-yl)furan-2-carboxamide ClC=1C(=NC=NC1OC1=CC=C(C=C1)O)NC(=O)C=1OC=CC1